FC(C1(OC1)C=1N(C=C(N1)C(=O)C1=CC=NC=C1)C(C1=CC=CC=C1)(C1=CC=CC=C1)C1=CC=CC=C1)(F)F 4-(2-(2-(trifluoromethyl)oxiran-2-yl)-1-(triphenylmethyl)imidazole-4-carbonyl)pyridine